ClC1=C(C=CC=C1)S(=O)(=O)NC1=NC(=C(C=C1F)C=1C=C2C=NC(=NC2=C(C1)CC)NC1CCC(CC1)NC)OC 2-chloro-N-(5-(8-ethyl-2-(((1r,4r)-4-(methylamino)cyclohexyl)amino)quinazolin-6-yl)-3-fluoro-6-methoxypyridin-2-yl)benzenesulfonamide